Cl.ClC1=CC=2N(C(NC(C2C(=N1)OCCNCC1=NC=CC=C1)=O)=O)C1=CC=CC=C1 7-chloro-1-phenyl-5-{2-[(pyridin-2-ylmethyl)amino]ethoxy}-pyrido[4,3-d]pyrimidine-2,4(1H,3H)-dione hydrochloride